[Br-].CC1=CC=C(C=C1)CCN p-methylphenylethylamine bromide